4-(3,5-difluorophenyl)-3-fluoropyridine FC=1C=C(C=C(C1)F)C1=C(C=NC=C1)F